C1(CC1)C=1OC2=C(N1)C1=C(C=C2OC)SC(=C1)C(=O)O 2-cyclopropyl-4-methoxythieno[2',3':5,6]benzo[1,2-d]oxazole-7-carboxylic acid